COC(C)(C)C tertiarybutyl methyl ether